methacrylic acid (methacrylate) C(C(=C)C)(=O)O.C(C(=C)C)(=O)O